C(=O)ONNCCC propyl-hydrazino formate